dimethyl-1-cyclohexen CC1=C(CCCC1)C